tertbutyl (R)-2-((tosyloxy)methyl)azetidine-1-carboxylate S(=O)(=O)(C1=CC=C(C)C=C1)OC[C@@H]1N(CC1)C(=O)OC(C)(C)C